C1NCC12CCC(CC2)C(=O)OC methyl 2-azaspiro[3.5]nonane-7-carboxylate